OC=1C=C(C=C(C1)O)CCC1=CC(=C(C=C1)O)O 3,3',4',5-tetrahydroxybibenzyl